6-[2-(4-fluorophenyl)-4-methyl-imidazo[1,2-b][1,2,4]triazol-5-yl]-1H-indole FC1=CC=C(C=C1)C=1N=C2N(N1)C=C(N2C)C2=CC=C1C=CNC1=C2